IC1=C(C=2N(C=CC2S1)CC1=CC=C(C=C1)C(F)(F)F)C(=O)O 2-iodo-4-[[4-(trifluoromethyl)phenyl]methyl]thieno[3,2-b]pyrrole-3-carboxylic acid